N-(1-(5-methoxy-1H-indol-1-yl)-2-methylpropan-2-yl)-4-methylbenzenesulfonamide COC=1C=C2C=CN(C2=CC1)CC(C)(C)NS(=O)(=O)C1=CC=C(C=C1)C